NCCCN(C1=NC=C(C=2N1C=CN2)C2=CC(=C(C=C2)F)O)C 5-((3-aminopropyl)(methyl)amino)-8-(4-fluoro-3-hydroxyphenyl)imidazolo[1,2-c]pyrimidin